C1(CC1)C=1C(=NSC1C(=O)NC1=CC(=NC=C1)C(F)(F)F)C1=CC=C(C=C1)NC(C)=O 4-cyclopropyl-3-(4-acetamidophenyl)-N-[2-(trifluoromethyl)pyridin-4-yl]-1,2-thiazole-5-carboxamide